O1CCN(CC1)C(C(CCC(=O)OCC1=CC=CC=C1)=O)=O Benzyl 5-morpholino-4,5-dioxopentanoate